10-{2-[(1R,4R)-2-oxa-5-azabicyclo[2.2.1]heptan-5-yl]ethyl}-3,7-bis-({1H-pyrazolo[3,4-b]pyridin-5-yl})phenoxazine [C@H]12OC[C@H](N(C1)CCN1C3=CC=C(C=C3OC=3C=C(C=CC13)C=1C=C3C(=NC1)NN=C3)C=3C=C1C(=NC3)NN=C1)C2